C1(CC1)COC(=O)N1CC=2CC(C(NC2CC1)=O)(C(=O)O)CC 3-ethyl-2-oxo-1,2,5,6,7,8-hexahydro-1,6-naphthyridine-3,6-dicarboxylic acid 6-cyclopropylmethyl ester